6-((7-(5-(4-fluoro-2-(4-isopropylpyrimidin-5-yl)phenoxy)pyrimidin-4-yl)-2,7-diazaspiro[4.4]nonan-2-yl)methyl)-3,3-dimethylindolin-2-one FC1=CC(=C(OC=2C(=NC=NC2)N2CC3(CCN(C3)CC3=CC=C4C(C(NC4=C3)=O)(C)C)CC2)C=C1)C=1C(=NC=NC1)C(C)C